C(C)(C)(C)OC(=O)N1CC2(C1)C[C@@H](CC2)NC(=O)OCC2=CC=CC=C2 (R)-6-(((benzyloxy)carbonyl)amino)-2-azaspiro[3.4]octane-2-carboxylic acid tert-butyl ester